3-(4-bromobutoxy)-5,7-dimethoxy-2-(3,4,5-trimethoxyphenyl)-4H-chromen-4-one BrCCCCOC1=C(OC2=CC(=CC(=C2C1=O)OC)OC)C1=CC(=C(C(=C1)OC)OC)OC